C(=O)(OCC1C2=CC=CC=C2C2=CC=CC=C12)[C@@](C(=O)O)(CCCCCCCC)N Fmoc-(S)-2-amino-decanoic acid